C(C)(C)(C)OC(=O)NC=1SC(=C(N1)C1=CC(=C(C=C1)F)Cl)C(=O)OC Methyl 2-((tert-butoxycarbonyl)amino)-4-(3-chloro-4-fluorophenyl)thiazole-5-carboxylate